Cl.N[C@H](C(=O)OCC)CC (S)-ethyl 2-aminobutanoate hydrochloride